CC=1N=CC(=NC1)N[C@@H]1C[C@H](CC1)N (1S,3S)-N1-(5-Methylpyrazin-2-yl)cyclopentane-1,3-diamine